5-fluorobenzyl azide FC=1C=CC=C(CN=[N+]=[N-])C1